ClC1=CC=C2C(=CNC2=C1F)\C=C\1/NC(N(C1=O)C(C(=O)NCCO)C1=CC=C(C=C1)Cl)=O (Z)-2-(4-((6-chloro-7-fluoro-1H-indol-3-yl)methylene)-2,5-dioxoimidazolidin-1-yl)-2-(4-chlorophenyl)-N-(2-hydroxyethyl)acetamide